CN1CCC2(CN(C2)C=2N=NC(=CN2)C2=C(C=C(C=C2)C=2N=NNC2)O)CC1 2-[3-(7-methyl-2,7-diazaspiro[3.5]non-2-yl)-1,2,4-triazin-6-yl]-5-(1H-1,2,3-triazol-4-yl)phenol